1-((3-Acetylbicyclo[1.1.1]pentan-1-yl)methyl)-3,7-dimethyl-1H-purine-2,6(3H,7H)-dione C(C)(=O)C12CC(C1)(C2)CN2C(N(C=1N=CN(C1C2=O)C)C)=O